9-amino-4-piperazin-1-yl-11-thia-1,3,5-triazatetracyclo-[8.7.0.02,7.012,17]heptadeca-2,4,6,9,12(17),13,15-heptaen-8-one NC=1C(C2=CN=C(N=C2N2C=3C=CC=CC3SC12)N1CCNCC1)=O